ClCC=1OC(OC1C)=O 4-chloromethyl-5-methyl-1,3-dioxole-2-one